2-(2,2,2-trifluoroacetyl)-1,2,3,4-tetrahydrobenzo[c]azepin-5-one FC(C(=O)N1CC2=C(C(CC1)=O)C=CC=C2)(F)F